N-propenyl-glycinamide tert-Butyl-(1r,3s,5s)-3-((5-bromothiazolo[5,4-d]thiazol-2-yl)(methyl)amino)-8-azabicyclo[3.2.1]octane-8-carboxylate C(C)(C)(C)[C@]12C[C@H](C[C@H](CC1)N2C(=O)O)N(C)C=2SC=1N=C(SC1N2)Br.C(=CC)NC(CN)=O